(R)-2-(6-((2-((3S,4R)-3-fluoro-4-hydroxy-3-methylpiperidin-1-yl)pyrimidin-4-yl)amino)-1-((R)-2-methylazetidin-1-yl)-2,7-naphthyridin-4-yl)-N,N-dimethylpropanamide F[C@]1(CN(CC[C@H]1O)C1=NC=CC(=N1)NC=1C=C2C(=CN=C(C2=CN1)N1[C@@H](CC1)C)[C@H](C(=O)N(C)C)C)C